N-(2-(1-(6,7-dimethoxyquinolin-4-yl)piperidin-4-yl)butyl)thiodiamide COC=1C=C2C(=CC=NC2=CC1OC)N1CCC(CC1)C(C[N-]S[NH-])CC